(S)-2-(5-bromo-3-methyl-2-oxo-2,3-dihydro-1H-benzo[d]imidazol-1-yl)pentane BrC1=CC2=C(N(C(N2C)=O)[C@@H](C)CCC)C=C1